O.CO.CO methanol, hemihydrate